3-bromo-5-chloro-2-cyclopropylpyridine BrC=1C(=NC=C(C1)Cl)C1CC1